C(CCCCC)NC(=O)N Hexyl-urea